ClC1=CC(=C2C(=CNC2=C1Cl)I)OCC(CO)C 3-((6,7-dichloro-3-iodo-1H-indol-4-yl)oxy)-2-methylpropan-1-ol